C(C(O)C)(=O)[O-].C(C(O)C)(=O)O.[Na+] sodium lactate (Lactate)